C1(CC1)C1=NN=C(S1)N1N=CC2=C(C=C(C=C12)S(=O)(=O)NC1(COC1)CF)N1CCN(CC1)C(C(C)C)=O 1-(5-cyclopropyl-1,3,4-thiadiazol-2-yl)-N-(3-(fluoromethyl)oxetan-3-yl)-4-(4-isobutyrylpiperazin-1-yl)-1H-indazole-6-sulfonamide